ClC1=CN=C(C2=CC=CC=C12)OCCN1CCOCC1 4-(2-((4-chloroisoquinolin-1-yl)oxy)ethyl)morpholine